2-((6aR,8R)-6a-ethyl-8-(ethyl(piperidin-4-yl)amino)-5,6,6a,7,8,9-hexahydro-pyrrolo[1',2':4,5]pyrazino[2,3-c]pyridazin-2-yl)-6-methylphenol C(C)[C@]12N(C=3C(=NN=C(C3)C3=C(C(=CC=C3)C)O)NC1)C[C@@H](C2)N(C2CCNCC2)CC